tert-butyl (3S,5R)-3-[[4-[7-methylsulfonyl-1-(2-trimethylsilylethoxymethyl) indol-3-yl]-5-(trifluoromethyl) pyrimidin-2-yl] amino]-5-(propanoylamino)piperidine-1-carboxylate CS(=O)(=O)C=1C=CC=C2C(=CN(C12)COCC[Si](C)(C)C)C1=NC(=NC=C1C(F)(F)F)N[C@@H]1CN(C[C@@H](C1)NC(CC)=O)C(=O)OC(C)(C)C